1-(4-chlorophenyl)pyrazol ClC1=CC=C(C=C1)N1N=CC=C1